ClC=1C=C(CN2CCC(CC2)CN2N=C(C=CC2=O)C2=C(N=C(S2)C)C)C=CC1 2-((1-(3-chlorobenzyl)piperidin-4-yl)methyl)-6-(2,4-dimethylthiazol-5-yl)pyridazin-3(2H)-one